[Cl-].C(C)[N+](C)(CCO)CC diethyl(2-hydroxyethyl)methylammonium chloride